BrCC(CO)(CO)CBr 2,2-dibromomethyl-1,3-propanediol